C[N+](CCCCCCCCCCCCCCCC)(C)CC(CS(=O)(=O)[O-])O 3-(N,N-dimethyl-N-hexadecylammonio)-2-hydroxypropane-1-sulfonate